3,5-bis(9H-carbazole-9-yl)-2,4,6-tris(3,6-di-tert-butyl-9H-carbazol-9-yl)benzonitrile C1=CC=CC=2C3=CC=CC=C3N(C12)C=1C(=C(C#N)C(=C(C1N1C2=CC=C(C=C2C=2C=C(C=CC12)C(C)(C)C)C(C)(C)C)N1C2=CC=CC=C2C=2C=CC=CC12)N1C2=CC=C(C=C2C=2C=C(C=CC12)C(C)(C)C)C(C)(C)C)N1C2=CC=C(C=C2C=2C=C(C=CC12)C(C)(C)C)C(C)(C)C